C(C#CC(=O)O)(=O)O.COCCOC1=CC=C(C=C1)N1CCN(CC1)C(CCC)=O 1-(4-(4-(2-methoxyethoxy)phenyl)piperazin-1-yl)butan-1-one butyn-1,4-dioate